O1CCN(CC1)C=1C2=C(N=CN1)NC(=C2)C2=CC=C(C=C2)NC(C2=NC=CC(=C2)CN2CC(CCC2)S(=O)(=O)\C=C\C)=O (E)-N-(4-(4-morpholino-7H-pyrrolo[2,3-d]pyrimidin-6-yl)phenyl)-4-((3-(prop-1-en-1-ylsulfonyl)piperidin-1-yl)methyl)picolinamide